(1S,2S)-N-(6-(7-(1-(2H-tetrazol-2-yl)ethyl)-5-chloro-6-fluoro-1H-indazol-4-yl)imidazo[1,2-a]pyrazin-2-yl)-2-fluorocyclopropane-1-carboxamide N=1N(N=NC1)C(C)C=1C(=C(C(=C2C=NNC12)C=1N=CC=2N(C1)C=C(N2)NC(=O)[C@H]2[C@H](C2)F)Cl)F